C(CCCC[C@@H]1SC[C@@H]2NC(=O)N[C@H]12)(=O)N trans-Anti-Biotinamide